4-(8-amino-3-(4-(but-2-ynamido)bicyclo[2.2.1]heptan-1-yl)imidazo[1,5-a]pyrazin-1-yl)-2-fluoro-N-(pyridin-2-yl)benzamide NC=1C=2N(C=CN1)C(=NC2C2=CC(=C(C(=O)NC1=NC=CC=C1)C=C2)F)C21CCC(CC2)(C1)NC(C#CC)=O